4-(3-Chloroanilino)-6'-(1,3-dioxan-2-yl)-2'-[(2R)-3-hydroxy-2-methylpropyl]-2',3'-dihydrospiro[cyclohexane-1,1'-indene]-4-carboxylic acid methyl ester COC(=O)C1(CCC2(C(CC3=CC=C(C=C23)C2OCCCO2)C[C@H](CO)C)CC1)NC1=CC(=CC=C1)Cl